C1(=CC=CC=C1)CC(=O)NC1=CC=C(C=C1)N1C2=C(NC(CC1=O)=O)C=CC1=CC=CC=C12 [4-(2-phenylacetylamino)phenyl]-1H-naphtho[1,2-b][1,4]diazepine-2,4(3H,5H)-dione